NC1C2CCC(C1)N2C(=O)[O-] 2-amino-7-azabicyclo[2.2.1]heptane-7-carboxylate